ClC1=C(C=C(C=C1C)F)[C@H]1N(CC[C@H]1OC[C@@H](C)NCC(=O)N)C(CN1N=C(C=C1C(F)(F)F)C1CC1)=O 2-[[(1R)-2-[(2R,3R)-2-(2-Chloro-5-fluoro-3-methyl-phenyl)-1-[2-[3-cyclopropyl-5-(trifluoromethyl)pyrazol-1-yl]acetyl]pyrrolidin-3-yl]oxy-1-methyl-ethyl]amino]acetamide